C(C)(=O)O[C@@H]1[C@H](O[C@@H](C[C@@]12CO2)CC(=O)OC)\C=C\I Methyl {(3R,5S,7R,8R)-8-acetoxy-7-[(E)-2-iodovinyl]-1,6-dioxaspiro[2.5]oct-5-yl}acetate